BrCCCCCCCC=1N=NC=CC1 3-(7-bromoheptyl)pyridazine